3-(3-isopropylphenyl)propanal C(C)(C)C=1C=C(C=CC1)CCC=O